C(C)(C)(C)OC(=O)N1[C@@H](COCC1)C=1C=C(C=C2CCN(CC12)C(=O)N1CC2CCC(C1)O2)B2OC(C(O2)(C)C)(C)C (3R)-3-(2-(8-oxa-3-azabicyclo[3.2.1]octane-3-carbonyl)-6-(4,4,5,5-Tetramethyl-1,3,2-dioxaborolan-2-yl)-1,2,3,4-tetrahydroisoquinolin-8-yl)morpholine-4-carboxylic acid tertButyl ester